C(C1=CC=CC=C1)OC(=O)NCCC=1C=CC(=C(C(=O)O)C1)CNC(=O)OC(C)(C)C 5-(2-(((benzyloxy)carbonyl)amino)ethyl)-2-(((tert-butoxycarbonyl)amino)methyl)benzoic acid